BrC=1C=C(C=CC1)C=CC(=O)O 3-(3-bromophenyl)acrylic acid